Methyl 6-(((6aR,8R)-6a-ethyl-2-(3-fluoro-2-methoxyphenyl)-5,6,6a,7,8,9-hexahydropyrrolo[1',2':4,5]pyrazino[2,3-c]pyridazin-8-yl)oxy)-4-methylnicotinate C(C)[C@]12N(C=3C(=NN=C(C3)C3=C(C(=CC=C3)F)OC)NC1)C[C@@H](C2)OC2=NC=C(C(=O)OC)C(=C2)C